C1(CCCC1)N1C2=C(N(C(C(C1)(F)F)=O)C)C=NC(=N2)NCC2=C(C=C(C=C2)OC)OC 9-cyclopentyl-2-((2,4-dimethoxybenzyl)amino)-7,7-difluoro-5-methyl-5,7,8,9-tetrahydro-6H-pyrimido[4,5-b][1,4]diazepin-6-one